COC(C(=CC1=CC=CC=C1)C=1N=NN(C1)CC1=CC(=CC=C1)C)=O (1-(3-methylbenzyl)-1H-1,2,3-triazol-4-yl)cinnamic acid methyl ester